CCCCC/C=C\C/C=C\CCCCCCCC(=O)O[C@H](COC(=O)CCCCCCC/C=C\C/C=C\CCCC)COP(=O)(O)OC[C@H](CO)O 1-(9Z,12Z-heptadecadienoyl)-2-(9Z,12Z-octadecadienoyl)-glycero-3-phospho-(1'-sn-glycerol)